ClC1(CC1)C(CN1C=NC=C1C#N)(C)O 1-[2-(1-chloro-cyclopropyl)-2-hydroxypropyl]-1H-imidazole-5-carbonitrile